CC1=C(N=C(S1)C=1N=C(C2=C(N1)OC(=C2C(=O)N)C)NC2(CC2)C)C (dimethyl-1,3-thiazol-2-yl)-6-methyl-4-[(1-methylcyclopropyl)amino]furo[2,3-d]pyrimidine-5-carboxamide